ClC1=NC=C(C(=C1)N1C(C(=C(C=C1C)OCCC1=NC=C(C=C1F)F)Cl)=O)Cl 2',3,5'-trichloro-4-((3,5-difluoropyridin-2-yl)ethoxy)-6-methyl-2H-[1,4'-bipyridyl]-2-one